N(=[N+]=[N-])CC1(CC1)/C=C/C(=O)OCC ethyl (E)-3-(1-(azidomethyl)cyclopropyl)prop-2-enoate